E-N-(4-pentenoyl)-L-lysine C(CCC=C)(=O)N[C@@H](CCCCN)C(=O)O